OC1(CCN(CC1)C(=O)NC1=NC2=C(N1)C(=CC=C2C2=CN(C(C=C2)=O)C)OC)C 4-hydroxy-N-[7-methoxy-4-(1-methyl-6-oxo-1,6-dihydropyridin-3-yl)-1H-1,3-benzodiazol-2-yl]-4-methylpiperidine-1-carboxamide